8-benzyl-3-(trifluoromethyl)-6,6a,7,8,9,10-hexahydro-5H-pyrazino[1,2-a][1,8]naphthyridin-5-ol C(C1=CC=CC=C1)N1CC2N(C=3N=CC(=CC3C(C2)O)C(F)(F)F)CC1